5-(1,3-dimethyl-1H-pyrazol-4-yl)-3-((2-methoxypropyl)amino)-4H-benzo[e][1,2,4]thiadiazine 1,1-dioxide CN1N=C(C(=C1)C1=CC=CC2=C1NC(=NS2(=O)=O)NCC(C)OC)C